(S)-Methyl 3-(3-(chloromethyl)-4-methylphenyl)-3-(1-ethyl-4-methyl-1H-benzo[d][1,2,3]triazol-5-yl)-2,2-dimethylpropanoate ClCC=1C=C(C=CC1C)[C@H](C(C(=O)OC)(C)C)C1=C(C2=C(N(N=N2)CC)C=C1)C